N-{4-fluoro-3-[5-(propan-2-yl)-2H-pyrazolo[3,4-b]pyridin-2-yl]phenyl}-2-methyl-1,3-oxazole FC1=C(C=C(C=C1)N1C(OC=C1)C)N1N=C2N=CC(=CC2=C1)C(C)C